(3S,4R)-1-(4-((8-((2R,3S)-3-(ethylsulfonyl)-2-methylazetidin-1-yl)-5-isopropylisoquinolin-3-yl)Amino)pyrimidin-2-yl)-3-fluoro-3-methylpiperidin-4-ol C(C)S(=O)(=O)[C@@H]1[C@H](N(C1)C=1C=CC(=C2C=C(N=CC12)NC1=NC(=NC=C1)N1C[C@]([C@@H](CC1)O)(C)F)C(C)C)C